ClC=1C=CC(=C(C1)C1=CC(=CC=C1)C(=O)OC(C)(C)C)OCCC1=CC(=NC=2N=C(NC(C21)=O)NC2=CC=CC=C2)C(F)(F)F tert-butyl 5'-chloro-2'-(2-(4-oxo-2-(phenylamino)-7-(trifluoromethyl)-3,4-dihydropyrido[2,3-d]pyrimidin-5-yl)ethoxy)-[1,1'-biphenyl]-3-carboxylate